C1(CC1)NCCCN N1-cyclopropylpropane-1,3-diamine